C(CCCCCCCCC)[S-] decanethiolate